BrC1=CC(=NC(=C1)C(F)F)C#CC12CC(C1)(C2)NC(OC(C)(C)C)=O tert-butyl (3-((4-bromo-6-(difluoromethyl)pyridin-2-yl)ethynyl)bicyclo[1.1.1]pentan-1-yl)carbamate